Cl.Cl.CN([C@@H]1CNCC1)C (S)-N,N-dimethylpyrrolidin-3-amine dihydrochloride